CNC(O[C@@H]1CC[C@H](CC1)C(N(C[C@@H]1CC[C@H](CC1)C1=NC(=C(C=C1)OC)C)C1=NC=CC(=C1)C=1N=C(OC1)CC)=O)=O trans-4-((4-(2-Ethyl-oxazol-4-yl)pyridin-2-yl)((trans-4-(5-methoxy-6-methyl-pyridin-2-yl)cyclohexyl)methyl)carbamoyl)cyclohexyl methylcarbamate